2-(3'-(5,6-dihydro-4H-pyrrolo[3,4-d]thiazol-2-yl)-2,2'-dimethylbiphenyl-3-yl)-5-formylbenzo[d]oxazole-7-carbonitrile S1C(=NC2=C1CNC2)C=2C(=C(C=CC2)C2=C(C(=CC=C2)C=2OC1=C(N2)C=C(C=C1C#N)C=O)C)C